tert-butyl (R)-4-(1-((6-fluoro-2-methyl-2H-indazol-5-yl)carbamoyl)-2,3-dihydro-1H-pyrrolo[2,3-b]pyridin-4-yl)-2-methylpiperazine-1-carboxylate FC=1C(=CC2=CN(N=C2C1)C)NC(=O)N1CCC=2C1=NC=CC2N2C[C@H](N(CC2)C(=O)OC(C)(C)C)C